FC=1C=C2C=NN(C2=C(C1O)C)C1=CC=C(C=C1)N1CCN(CC1)S(=O)(=O)C 5-Fluoro-7-methyl-1-(4-(4-(methylsulfonyl)piperazin-1-yl)phenyl)-1H-indazol-6-ol